4-acetamidophenyl (Z)-7-((1R,2R,3R,5S)-3,5-dihydroxy-2-((R,E)-3-hydroxy-4-(3-(trifluoromethyl)phenoxy)but-1-en-1-yl)cyclopentyl)hept-5-enoate O[C@H]1[C@@H]([C@H]([C@H](C1)O)C\C=C/CCCC(=O)OC1=CC=C(C=C1)NC(C)=O)\C=C\[C@H](COC1=CC(=CC=C1)C(F)(F)F)O